acryloyloxybutylbenzyldiethyl-ammonium bromide [Br-].C(C=C)(=O)OCCCC[N+](CC)(CC)CC1=CC=CC=C1